6-((4-(4-(4-chloro-1,2-bis(4-hydroxyphenyl)but-1-en-1-yl)phenyl)piperazin-1-yl)methyl)-2-(2,6-dioxopiperidin-3-yl)-4-fluoroisoindoline-1,3-dione ClCCC(=C(C1=CC=C(C=C1)O)C1=CC=C(C=C1)N1CCN(CC1)CC1=CC(=C2C(N(C(C2=C1)=O)C1C(NC(CC1)=O)=O)=O)F)C1=CC=C(C=C1)O